7,8-dihydro-pyrido[2,3-d]pyrimidine-6-carboxylic acid-ethyl ester hydrochloride Cl.C(C)OC(=O)C1=CC2=C(N=CN=C2)NC1